3-{[trans-3-(dimethylamino)cyclobutyl]oxy}-5-(5-methyl-1,3-thiazol-2-yl)benzoic acid CN([C@@H]1C[C@H](C1)OC=1C=C(C(=O)O)C=C(C1)C=1SC(=CN1)C)C